2-chloro-N-[3-cyano-1-(2-phenylethyl)-1H-pyrrolo[2,3-b]quinoxalin-2-yl]-5-methylbenzamide ClC1=C(C(=O)NC2=C(C=3C(=NC4=CC=CC=C4N3)N2CCC2=CC=CC=C2)C#N)C=C(C=C1)C